1,2-bis(dimethylsiloxy)ethane C[SiH](OCCO[SiH](C)C)C